tert-butyl 3-(4-(4-(2-(4-(2,6-dioxopiperidin-3-yl)phenoxy)acetyl)piperazin-1-yl)pyridin-3-yl)azetidine-1-carboxylate O=C1NC(CCC1C1=CC=C(OCC(=O)N2CCN(CC2)C2=C(C=NC=C2)C2CN(C2)C(=O)OC(C)(C)C)C=C1)=O